tert-butyl (trans-4-((4-(2-carbamoylpyridin-4-yl)phenyl)sulfonyl)cyclohexyl)carbamate C(N)(=O)C1=NC=CC(=C1)C1=CC=C(C=C1)S(=O)(=O)[C@@H]1CC[C@H](CC1)NC(OC(C)(C)C)=O